methyl (1r,4r)-4-{methyl[(1S)-2,2,2-trifluoro-1-(4-{[1-(pyridin-3-yl)-5-(trifluoromethyl)-1H-pyrazol-4-yl]amino}phenyl)ethyl]carbamoyl}cyclohexane-1-carboxylate CN(C(=O)C1CCC(CC1)C(=O)OC)[C@H](C(F)(F)F)C1=CC=C(C=C1)NC=1C=NN(C1C(F)(F)F)C=1C=NC=CC1